ClC1=CC(=C(CC=2N(C3=CC=C(C=C3C2)C(=O)NCC2=CC=C(C=C2)S(=O)(=O)CC)CCO)C=C1)C(F)(F)F 2-(4-chloro-2-(trifluoromethyl)benzyl)-N-(4-(ethylsulfonyl)benzyl)-1-(2-hydroxyethyl)-1H-indole-5-carboxamide